CC1(OCCC(C1)CNC1C(CCCC1)OC=1C=C2CN(C(C2=CC1)=O)C1C(NC(CC1)=O)=O)C 3-(5-((2-(((2,2-dimethyltetrahydro-2H-pyran-4-yl)methyl)amino)cyclohexyl)oxy)-1-oxoisoindolin-2-yl)piperidine-2,6-dione